FC(CN1C(=NC2=C1C=C(C=C2)C=2C=CN1N=C(N=CC12)NC1CC(C1)(C)NC(C)=O)C)F N-((1r,3r)-3-((5-(1-(2,2-Difluoroethyl)-2-methyl-1H-benzo[d]imidazol-6-yl)pyrrolo[2,1-f][1,2,4]triazin-2-yl)amino)-1-methylcyclobutyl)acetamide